N-(cyclohexylmethyl)-2-[(3-hydroxyphenyl)methyl]-3H-benzimidazole-5-carboxamide C1(CCCCC1)CNC(=O)C1=CC2=C(N=C(N2)CC2=CC(=CC=C2)O)C=C1